(2R,2'R)-1,1'-(((1-(2-(dimethylamino)ethyl)-1H-pyrazol-4-yl)methyl)azanediyl)bis(dodecan-2-ol) CN(CCN1N=CC(=C1)CN(C[C@@H](CCCCCCCCCC)O)C[C@@H](CCCCCCCCCC)O)C